O[C@H]1CC[C@@]2([C@H]3CC[C@@]4([C@H](CC[C@H]4[C@@H]3CC=C2C1)C(CCC(=O)[O-])C)C)C 4-((3S,8S,9S,10R,13R,14S,17R)-3-hydroxy-10,13-dimethyl-2,3,4,7,8,9,10,11,12,13,14,15,16,17-tetradecahydro-1H-cyclopenta[a]phenanthren-17-yl)pentanoate